1-[1-(2-methoxyethyl)pyrazol-4-yl]-6-oxo-pyridine-3-carboxamide COCCN1N=CC(=C1)N1C=C(C=CC1=O)C(=O)N